tert-butyl 4-(1-benzylpyridin-1-ium-4-yl)oxypiperidine-1-carboxylate bromide [Br-].C(C1=CC=CC=C1)[N+]1=CC=C(C=C1)OC1CCN(CC1)C(=O)OC(C)(C)C